ClC1=C2C=CN=C(C2=CC=C1OC)N[C@H]1CN(CCC1)C(=O)OC(C)(C)C tert-butyl (R)-3-((5-chloro-6-methoxyisoquinolin-1-yl)amino)piperidine-1-carboxylate